Diethyl ((E)-3-(4-aminophenyl)acryloyl)glycyl-L-valyl-D-glutamate NC1=CC=C(C=C1)/C=C/C(=O)NCC(=O)N[C@@H](C(C)C)C(=O)N[C@H](CCC(=O)OCC)C(=O)OCC